C(C1=CC=CC=C1)N1CCC(CC1)CCC(=O)C1=CC=C(C=C1)C=1CCNCC1 3-(1-benzyl-piperidin-4-yl)-1-(4-(1,2,3,6-tetrahydropyridin-4-yl)phenyl)propan-1-one